C(C)(C)(C)OC(NCC1=CC(=CC=C1)C=1C=CC2=C(C(=CO2)CO)C1)=O 3-(3-(hydroxymethyl)benzofuran-5-yl)benzylcarbamic acid tert-butyl ester